FC(C(=O)O)(F)F.COC1=C(C=C2C=CC(=NC2=C1)C)C1=CN=C(N1)[C@H](CCCCCC(CC)=O)NC(=O)[C@H]1CC12CCNCC2 (S)-N-((s)-1-(5-(7-methoxy-2-methylquinolin-6-yl)-1H-imidazol-2-yl)-7-oxononyl)-6-azaspiro[2.5]octane-1-carboxamide 2,2,2-trifluoroacetate